(4-((6-chloro-4-hydroxy-9H-pyrimido[4,5-b]indol-9-yl)methyl)benzyl)phosphonic acid ClC=1C=C2C3=C(N(C2=CC1)CC1=CC=C(CP(O)(O)=O)C=C1)N=CN=C3O